COC1=CC=C(NC(CSC2=CC=CC=C2)(C)C=2SC=CC2)C=C1 4-methoxy-N-(1-phenylthio-2-(thiophen-2-yl)propane-2-yl)aniline